C(C)(C)(C)OC(=O)N[C@@H](C(=O)N1[C@@H](CN(CC1)C=1O[C@H]([C@@H](N1)C)C1=CC=CC=C1)C(=O)OC)CCCCN1CCCCC1 methyl (S)-1-((R)-2-((tert-butoxycarbonyl)amino)-6-(piperidin-1-yl)hexanoyl)-4-((4S,5S)-4-methyl-5-phenyl-4,5-dihydrooxazol-2-yl)piperazine-2-carboxylate